9-oxo-9H-xanthene-2-carbonitrile O=C1C2=CC=CC=C2OC=2C=CC(=CC12)C#N